FC1=CC=C(C=C1)CNC1=C(C=C(C=C1)S(=O)(=O)NC1(CC1)C)[N+](=O)[O-] 4-[(4-fluorophenyl)methylamino]-N-(1-methylcyclopropyl)-3-nitrobenzenesulfonamide